[Si](C)(C)(C(C)(C)C)ON1C(C2=CC=CC=C2CC1)=O (tert-Butyldimethylsilanyloxy)-3,4-dihydroisoquinolin-1(2H)-one